[Cu+2].[Mn+2] manganese (II)-copper (II)